C(C)(=O)[C@]1(C(=O)OC(C1)=O)O (R)-Acetylmalic anhydride